C(C(C)C)S(=O)(=O)N1CCN(CC1)C1=NC=2N(C=C1)N=CC2C=2C(=NC=CC2)OC 5-(4-(isobutylsulfonyl)piperazin-1-yl)-3-(2-methoxypyridin-3-yl)pyrazolo[1,5-a]pyrimidine